(S)-6-fluoro-N-(pyrrolidin-3-yl)quinolin-5-amine hydrochloride Cl.FC1=C(C=2C=CC=NC2C=C1)N[C@@H]1CNCC1